N-(2,6-dioxopiperidin-3-yl)-4-(4-((1-((1-(4-((1R,2S)-6-hydroxy-2-phenyl-1,2,3,4-tetrahydronaphthalen-1-yl)phenyl)piperidin-4-yl)methyl)piperidin-4-yl)methyl)piperazin-1-yl)benzamide O=C1NC(CCC1NC(C1=CC=C(C=C1)N1CCN(CC1)CC1CCN(CC1)CC1CCN(CC1)C1=CC=C(C=C1)[C@H]1[C@H](CCC2=CC(=CC=C12)O)C1=CC=CC=C1)=O)=O